FC1=CC(=C(C=C1)NC(N)=O)O 3-(4-fluoro-2-hydroxyphenyl)-urea